Cl.ClC=1C=C(O[C@H]2CN(CC2)C2(CCC(CC2)(F)F)C(=O)N[C@@H](C)C2=CC=C(C(=O)O)C=C2)C=CC1 4-[(1S)-1-[[1-[(3R)-3-(3-Chlorophenoxy)pyrrolidin-1-yl]-4,4-difluorocyclohexane-1-carbonyl]amino]ethyl]benzoic acid, hydrochloride